OC1=C(C=NO)C=C(C=C1C(F)(F)F)C(F)(F)F 2-hydroxy-3,5-bis(trifluoromethyl)benzaldoxime